BrC=1C(=C2C(=NC1)NC[C@]21C[C@](CC1)(C(=O)N)CC)Cl |r| (1RS,3SR)-5'-bromo-4'-chloro-3-ethyl-1',2'-dihydrospiro[cyclopentane-1,3'-pyrrolo[2,3-b]pyridine]-3-carboxamide